[Li].P(=O)(OCCCC)(OCCCC)OCCCC tributyl phosphate lithium